O1CC(C1)N1CCC(CC1)C=1N=NNC1 4-(1-(oxetan-3-yl)piperidin-4-yl)-1H-1,2,3-triazol